(6-(4-(methylsulfonyl)piperidin-1-yl)pyridin-3-yl)boronic acid CS(=O)(=O)C1CCN(CC1)C1=CC=C(C=N1)B(O)O